FC(C=1C(=NC(=NC1)NC=1C(=NN(C1)C1CN(C1)CC(C)C)C)NCCCN1C(CCC1)=O)F 1-(3-((5-(difluoromethyl)-2-((1-(1-isobutylazetidin-3-yl)-3-methyl-1H-pyrazol-4-yl)amino)pyrimidin-4-yl)amino)propyl)pyrrolidin-2-one